3-iodo-N-(2-morpholinoethyl)aniline IC=1C=C(NCCN2CCOCC2)C=CC1